FC1=C(OC2=C(C=C(C(=O)NCC(C)(C)O)C=C2)C=2C3=C(C(N(C2)C)=O)NC=C3)C=CC(=C1)F 4-(2,4-difluorophenoxy)-N-(2-hydroxy-2-methylpropyl)-3-(6-methyl-7-oxo-6,7-dihydro-1H-pyrrolo[2,3-c]pyridin-4-yl)benzamide